CCCCCCCCCCCC\C=C/C=C (13Z)-13,15-hexadecadien